2-methyl-7-oxo-5-(4-phenoxyphenyl)-4,7-dihydropyrazolo[1,5-a]pyrimidine-3-carboxylic acid ethyl ester C(C)OC(=O)C=1C(=NN2C1NC(=CC2=O)C2=CC=C(C=C2)OC2=CC=CC=C2)C